COCC1=CC(=CS1)C=1C=CC=2N(C1)N=NC2C(=O)NC=2C(=NC=C(C2)NC(CN2[C@H](CCC2)C)=O)C 6-[5-(methoxymethyl)-3-thienyl]-N-[2-methyl-5-[[2-[(2S)-2-methylpyrrolidin-1-yl]acetyl]amino]-3-pyridyl]triazolo[1,5-a]pyridine-3-carboxamide